2-((R)-1-(1-(3-isopropyl-1,2,4-oxadiazol-5-yl)piperidin-4-yl)ethoxy)-6-(3-fluoro-4-(methylsulfonyl)phenyl)imidazo[2,1-b][1,3,4]thiadiazole C(C)(C)C1=NOC(=N1)N1CCC(CC1)[C@@H](C)OC1=NN2C(S1)=NC(=C2)C2=CC(=C(C=C2)S(=O)(=O)C)F